2-chloro-N4-([4-[5-cyclopropyl-3-(trifluoromethyl)pyrazol-1-yl]phenyl]methyl)pyrimidine-4,5-diamine ClC1=NC=C(C(=N1)NCC1=CC=C(C=C1)N1N=C(C=C1C1CC1)C(F)(F)F)N